BrC1=C(C=C2C=CNC2=C1)OC1=C(C=C(C=C1)Cl)F 6-bromo-5-(4-chloro-2-fluorophenoxy)-1H-indole